BrC=1C=CC(=C(C1)NC(=O)C1=CNC(C=C1C(F)(F)F)=O)N1C[C@H](N(CC1)C)C (R)-N-(5-bromo-2-(3,4-dimethylpiperazin-1-yl)phenyl)-6-oxo-4-(trifluoromethyl)-1,6-dihydropyridine-3-carboxamide